N-(3-chloroquinolin-8-yl)-5-((5-(diethylamino)pentan-2-yl)amino)pyrazine-2-carboxamide ClC=1C=NC2=C(C=CC=C2C1)NC(=O)C1=NC=C(N=C1)NC(C)CCCN(CC)CC